(2R)-1-methoxy-2-butanol COC[C@@H](CC)O